FC1(CC(C1)CN1N=CC(=N1)C(=O)N[C@H](C1=NC2=C(N1)C=C(C=C2)[C@@H](C)NC(CCC(F)(F)F)=O)C2CCC(CC2)(F)F)F 2-((3,3-Difluorocyclobutyl)methyl)-N-((S)-(4,4-difluorocyclohexyl)(6-((R)-1-(4,4,4-trifluorobutanamido)ethyl)-1H-benzo[d]imidazol-2-yl)methyl)-2H-1,2,3-triazole-4-carboxamide